4-bromo-2,5-dimethyl-indazole BrC=1C2=CN(N=C2C=CC1C)C